FC1(CC(C1)C1=NOC(=N1)C1(CCN(CC1)C(=O)[C@H]1NCC2(CCC2)[C@@H](C1)O)C(F)(F)F)F (4-(3-(3,3-difluorocyclobutyl)-1,2,4-oxadiazol-5-yl)-4-(trifluoromethyl)piperidin-1-yl)((7S,9R)-9-hydroxy-6-azaspiro[3.5]nonan-7-yl)methanone